Methylethylaniline CN(C1=CC=CC=C1)CC